C1CCC2=CC(=CC=C12)NC1=NC(=NC2=CC=C(C=C12)NC(C1=CC(=C(C(=C1)OC)OC)OC)=O)C1=CC=CC2=CC=CC=C12 N-(4-((2,3-dihydro-1H-indene-5-yl)amino)-2-(naphthalen-1-yl)quinazolin-6-yl)-3,4,5-trimethoxybenzamide